N-(3-((2-((2-bromo-4-(4-methylpiperazin-1-yl)phenyl)amino)-5-(difluoromethyl)pyrimidin-4-yl)amino)propyl)cyclobutanecarboxamide BrC1=C(C=CC(=C1)N1CCN(CC1)C)NC1=NC=C(C(=N1)NCCCNC(=O)C1CCC1)C(F)F